acetic acid (1RS,3RS,4SR)-3-p-menthyl ester [C@@H]1(C[C@H]([C@@H](CC1)C(C)C)OC(C)=O)C |r|